O(C1=CC=C2C(CC(NC2=C1)(C)C)C)C1=CC=C2C(CC(NC2=C1)(C)C)C 7,7'-Oxybis(2,2,4-trimethyl-1,2,3,4-tetrahydroquinoline)